ClC=1N=C(C2=C(N1)NC=C2)N([C@H]2CN(CC[C@H]2C)C(CC#N)=O)C 3-{(3R,4R)-3-[(2-chloro-7H-pyrrolo[2,3-d]pyrimidin-4-yl)(methyl)amino]-4-methylpiperidin-1-yl}-3-oxopropanenitrile